CC(C[C@@H](C(=O)N[C@@H](CC(=O)O)C=1C=C(C=CC1)C1=C(C=CC=C1)C)N1C=NC2=CC=CC=C2C1=O)C (S)-3-((S)-4-methyl-2-(4-oxoquinazolin-3(4H)-yl)pentanamido)-3-(2'-methylbiphenyl-3-yl)propanoic acid